4-(piperazine-1-yl)-7H-pyrrolo[2,3-d]pyrimidine N1(CCNCC1)C=1C2=C(N=CN1)NC=C2